Magnesium alloyl-aluminum C(C=C)(=O)[Al].[Mg]